tris(trimethylsilyl)-phosphite C[Si](C)(C)OP(O[Si](C)(C)C)O[Si](C)(C)C